CN(S(=O)(=O)C1=CC=C(C(=O)NC2=C(C=CC=C2)N2CCC(CC2)OC2=CC=CC=C2)C=C1)C 4-(N,N-dimethylsulfamoyl)-N-(2-(4-phenoxypiperidin-1-yl)phenyl)benzamide